C(C)OCCOC1=CC=C(C=N1)C1=CC(NC=N1)=O 6-[6-(2-ethoxyethoxy)pyridin-3-yl]pyrimidin-4(3H)-one